(2R,3R,4R,5S,6S)-3,4,5-tris(trimethylsilyloxy)-2-((trimethylsilyloxy)methyl)-6-(4-chloro-3-(4-ethoxybenzyl)phenyl)cyclohexanone C[Si](O[C@@H]1[C@H](C([C@H]([C@@H]([C@H]1O[Si](C)(C)C)O[Si](C)(C)C)C1=CC(=C(C=C1)Cl)CC1=CC=C(C=C1)OCC)=O)CO[Si](C)(C)C)(C)C